O1C(CC1)COC1=NC=C(C=N1)COC1=CC=C(C=C1)C=1C=C(C(NC1C(F)(F)F)=O)C(=O)N 5-(4-((2-(oxetan-2-ylmethoxy)pyrimidin-5-yl)methoxy)phenyl)-2-oxo-6-(trifluoromethyl)-1,2-dihydropyridine-3-carboxamide